OC=1C=C(C=2CC(CCC2C1)C1=CC=CC=C1)C1=C(C(=O)N)C=CC=C1 3-hydroxy-7-phenyl-5,6,7,8-tetrahydronaphthalen-1-yl-benzamide